2-{[2-(2-methylphenyl)-2,3-dihydro-1H-indol-3-yl]methyl}-2,3-dihydro-1H-isoindole-1,3-dione CC1=C(C=CC=C1)C1NC2=CC=CC=C2C1CN1C(C2=CC=CC=C2C1=O)=O